COC1=C(CN(S(=O)(=O)C2=NC=CC(=C2)NC(C2=C(N=C(C(=C2)C2CCCCC2)C2CCCCC2)N2CCC(CC2)(F)F)=O)CC2=C(C=C(C=C2)OC)OC)C=CC(=C1)OC N-(2-(N,N-bis(2,4-dimethoxybenzyl)sulfamoyl)pyridin-4-yl)-5,6-dicyclohexyl-2-(4,4-difluoropiperidin-1-yl)nicotinamide